fluoro-5-({[1-(2-fluoro-4-methylphenyl)cyclopropyl]carbonyl}amino)benzoic acid FC1=C(C(=O)O)C=C(C=C1)NC(=O)C1(CC1)C1=C(C=C(C=C1)C)F